NCC1=NC=2N(C=C1)N=C(C2C2=CC(=NC(=C2)C)Cl)C=2C=C(C#N)C=CC2 3-[5-(aminomethyl)-3-(2-chloro-6-methyl-4-pyridinyl)pyrazolo[1,5-a]pyrimidin-2-yl]benzonitrile